CN1N=CC=2C1=NC(=NC2)OC2=C(C=CC(=C2)C(F)(F)F)C=2C=NC=CC2 1-methyl-6-(2-(pyridin-3-yl)-5-(trifluoromethyl)phenoxy)-1H-pyrazolo[3,4-d]pyrimidine